C1=CC=CC=2C3=CC=CC=C3C(C12)COC(=O)N[C@H](C(=O)OC(C)(C)C)CC1=CN=NC=C1 tert-butyl (S)-2-((((9H-fluoren-9-yl)methoxy)carbonyl) amino)-3-(pyridazin-4-yl)propanoate